ClC1=NC=C(C(=N1)C=1C=C(C=CC1)C1=CC=CC(N1)=O)Cl 6-(3-(2,5-dichloropyrimidin-4-yl)phenyl)pyridin-2(1H)-one